7-bromo-4-chloro-2-(methylthio)-6-(trifluoromethyl)pyrido[3,2-d]pyrimidine BrC1=CC=2N=C(N=C(C2N=C1C(F)(F)F)Cl)SC